Ethyl 2-(trans-4-(chlorocarbonyl)cyclohexyl)acetate ClC(=O)[C@@H]1CC[C@H](CC1)CC(=O)OCC